(2S,4S)-1,7,7-trimethyl-bicyclo[2.2.1]heptan-2-yl acetate C(C)(=O)O[C@@H]1C2(CC[C@@H](C1)C2(C)C)C